N(=[N+]=[N-])CCOCCOCCOCCOCCC(NCC1=CC=C(C=C1)NC(NC1=CC=C(C=C1)CC(=O)N1[C@@H](C[C@@H](C1)F)COC1=CC=C(C(=O)O)C=C1)=O)=O 4-(((2S,4S)-1-(2-(4-(3-(4-(17-azido-3-oxo-6,9,12,15-tetraoxa-2-azaheptadecyl)phenyl)ureido)phenyl)acetyl)-4-fluoropyrrolidin-2-yl)methoxy)benzoic acid